(S)-1-(5-(3-fluorophenyl)-4,5-dihydro-1H-pyrazol-1-yl)-2,2-dimethylpropan-1-one 2,2,2-trifluoroacetate FC(C(=O)O)(F)F.FC=1C=C(C=CC1)[C@@H]1CC=NN1C(C(C)(C)C)=O